Cl.N[C@H]1[C@H](CCC1)C(=O)NC1=CC(=C(C=C1)F)S(F)(F)(F)(F)F (1S,2R)-2-Amino-N-(4-fluoro-3-(pentafluoro-λ6-sulfaneyl)phenyl)cyclopentane-1-carboxamide Hydrochloride